6-amino-7-(3-methoxy-2,6-dimethylphenyl)-2-methyl-4-(trifluoromethyl)-7H-pyrrolo[2,3-d]pyrimidine-5-carbonitrile NC1=C(C2=C(N=C(N=C2C(F)(F)F)C)N1C1=C(C(=CC=C1C)OC)C)C#N